2-phenylthio Ethyl acrylate CCOC(=O)C(=C)SC1=CC=CC=C1